3-(2-benzotriazolyl)-4-hydroxy-5-tert-butylbenzoic acid N=1N(N=C2C1C=CC=C2)C=2C=C(C(=O)O)C=C(C2O)C(C)(C)C